FC1=C2C(=CN=C1N1CC3(C1)CN(C3)C(C)C)NC(=C2C(C)C)C=2C=C(C=3N(C2)N=CN3)OC 6-(4-fluoro-3-isopropyl-5-(6-isopropyl-2,6-diazaspiro[3.3]hept-2-yl)-1H-pyrrolo[2,3-c]pyridin-2-yl)-8-methoxy-[1,2,4]triazolo[1,5-a]pyridine